2,7-octadien-1-ol C(C=CCCCC=C)O